O=C1NCCNC[C@H]1NC1=NC2=C(C=CC=C2C=2N1N=C(N2)C=2C=NNC2)C#N 5-{[(6R)-5-oxo-1,4-diazepan-6-yl]amino}-2-(1H-pyrazol-4-yl)[1,2,4]triazolo[1,5-c]quinazoline-7-carbonitrile